{2-[4-(2-cyclobutylsulfanyl-3-pyridinyl)-2,6-difluoro-phenyl]Ethoxy}acetic acid tert-butyl ester C(C)(C)(C)OC(COCCC1=C(C=C(C=C1F)C=1C(=NC=CC1)SC1CCC1)F)=O